sulfonylpyridazine-3-carboxamide S(=O)(=O)=NC(=O)C=1N=NC=CC1